2-[4-(4-Ethoxy-1-methyl-6-oxo-1,6-dihydro-pyridin-3-yl)-pyrazol-1-yl]-6-methoxy-benzonitrile C(C)OC=1C(=CN(C(C1)=O)C)C=1C=NN(C1)C1=C(C#N)C(=CC=C1)OC